FC(CCCCCCCCCCCCCC=C)(F)F 16,16,16-trifluoro-1-hexadecene